ClC=1C(=CC2=C(N(C(N=C2N2[C@H](CN(C[C@@H]2C)C(C=C)=O)C)=O)C=2C(=NC=CC2C)C(C)C)N1)F (M)-7-chloro-4-((2S,6S)-2,6-dimethyl-4-(2-propenoyl)-1-piperazinyl)-6-fluoro-1-(4-methyl-2-(2-propanyl)-3-pyridinyl)pyrido[2,3-d]pyrimidin-2(1H)-one